6-bromo-1H-indol-4-ol BrC=1C=C(C=2C=CNC2C1)O